(R)-benzyl 3-amino-3-(5-(2,6-dimethylphenyl)pyridin-3-yl)propanoate hydrochloride Cl.N[C@H](CC(=O)OCC1=CC=CC=C1)C=1C=NC=C(C1)C1=C(C=CC=C1C)C